7-bromo-4-chloro-6-methylquinoline BrC1=C(C=C2C(=CC=NC2=C1)Cl)C